NC1=NC=CC=C1C1=NC=2C(=NC(=CC2)C2=CC=CC=C2)N1C1=CC=C(CN2CC3(CCN(C3)C#N)CC2)C=C1 7-(4-(2-(2-Aminopyridin-3-yl)-5-phenyl-3H-imidazo[4,5-b]pyridin-3-yl)benzyl)-2,7-diazaspiro[4.4]nonane-2-carbonitrile